FC1=CC=C(C=C1)C(N1[C@@H](CN(CC1)C1=C(C(N(C2=CC=C(N=C12)Br)C)=O)C#N)C)C1=CC=C(C=C1)F (R)-4-(4-(bis(4-fluorophenyl)methyl)-3-methylpiperazin-1-yl)-6-bromo-1-methyl-2-oxo-1,2-dihydro-1,5-naphthyridine-3-carbonitrile